FC1=CC=C(C=C1)N(C(CC)=O)CCN1CCC(CC1)NC(CCC1=CC=C(C=C1)C)=O N-(4-fluorophenyl)-N-(2-(4-(N-(p-tolyl)propionylamino)piperidin-1-yl)ethyl)propanamide